ClC=1C=C(C=C2C(=C(C=NC12)C#N)NCC(C)(C)C)N[C@@H](C1=C2C=CC=NC2=CC=C1)C=1N=NN(C1)C1(CC1)C#N (S)-8-chloro-6-(((1-(1-cyanocyclopropyl)-1H-1,2,3-triazol-4-yl)(quinolin-5-yl)methyl)amino)-4-(neopentylamino)quinoline-3-carbonitrile